FC1=C2C(NC(=NC2=C(C=C1)C)CSC1CCOCC1)=O 5-fluoro-8-methyl-2-(((tetrahydro-2H-pyran-4-yl)thio)methyl)quinazolin-4(3H)-one